FC1=C(O[P@@](=O)(OC2=CC=CC=C2)NC(C(=O)O)C)C(=C(C(=C1F)F)F)F 2-(((S)-(perfluorophenoxy)(phenoxy)phosphoryl)amino)propanoic acid